ClC1=NN=C2N1C1=CC=C(C=C1C(=N2)N(C)C2=NC(=CN=C2)C=2C=NC(=CC2)C(F)F)F chloro-N-(6-(6-(difluoromethyl)pyridin-3-yl)pyrazin-2-yl)-7-fluoro-N-methyl-[1,2,4]triazolo[4,3-a]quinazolin-5-amine